C(C)(C)(C)C1=NC(=NO1)C(=O)NCC1=C(C=C(C=C1)C1=NC=NN2C1=CC(=C2)C#C)C 5-(tert-butyl)-N-(4-(6-ethynylpyrrolo[2,1-f][1,2,4]triazin-4-yl)-2-methylbenzyl)-1,2,4-oxadiazole-3-carboxamide